isopropyl (6-bromo-8,9-dihydroimidazo[1',2':1,6]pyrido[2,3-d]pyrimidin-2-yl)carbamate BrC1=CC2=C(N=C(N=C2)NC(OC(C)C)=O)N2C1=NCC2